4-chloropentenol ClC(CC=CO)C